C(C)OC(CCCCC)=O.[Co+2] cobalt(II) ethylhexanoate